BrCC1=NNC(C(=C1CC)C(F)(F)F)=O 3-(Bromomethyl)-4-ethyl-5-(trifluoromethyl)-1H-pyridazin-6-one